C(C)C1C(C1)C1=C(N=NC(=C1)C)C=1C(=NC(=NC1)OC)OC 5-[(2-ethylcyclopropyl)-6-methyl-pyridazin-3-yl]-2,4-dimethoxy-pyrimidine